CC1=CC2=C(NC(CC=N2)=O)C=C1C(F)(F)F 7-methyl-8-(trifluoromethyl)-1,3-dihydro-1,5-benzodiazepin-2-one